(S)-4-isobutyl-piperazine-1,3-dicarboxylic acid 1-tert-butyl ester C(C)(C)(C)OC(=O)N1C[C@H](N(CC1)CC(C)C)C(=O)O